BrC1=C2C(N(C(N(C2=C(C=C1)F)C)=O)CC1=C(C=CC=C1)C(F)(F)F)=O 5-bromo-8-fluoro-1-methyl-3-(2-(trifluoromethyl)benzyl)quinazoline-2,4(1h,3h)-dione